FC1=C(C=CC(=C1F)C=1C(=NNC1)C)C1=CN=C2N1C=CN=C2NC2=CC(=C(C(=O)NCC1CCN(CC1)CC(=O)O)C=C2)CC 2-[4-[[[4-[[3-[2,3-difluoro-4-(3-methyl-1H-pyrazol-4-yl)phenyl]imidazo[1,2-a]pyrazin-8-yl]amino]-2-ethyl-benzoyl]amino]methyl]-1-piperidyl]acetic acid